silver carbonate C([O-])([O-])=O.[Ag+].[Ag+]